2-methyloctyl lactate (2-methyloctyl lactate) CC(CC(C(=O)O)(O)C)CCCCCC.C(C(O)C)(=O)OCC(CCCCCC)C